(6R)-12-benzyl-6-benzyloxy-17-nitro-6,15-bis(trifluoromethyl)-19-oxa-3,4,13,18-tetraazatricyclo[12.3.1.12,5]nonadec-1(18),2,4,9,14,16-hexa-ene C(C1=CC=CC=C1)C1CC=CCC[C@@](C2=NN=C(C=3C(=CC(=C(N1)N3)C(F)(F)F)[N+](=O)[O-])O2)(C(F)(F)F)OCC2=CC=CC=C2